FC1=C2C=NN=C(C2=C(C(=C1F)F)F)C=1SC=CC1 5,6,7,8-tetrafluoro-1-(2-thienyl)phthalazine